C(C)N(C=1SC2=C(N1)SC(=N2)C2=NC=C(C=C2O)C=2C=NNC2)C2CCN(CC2)C 2-{5-[Ethyl(1-methylpiperidin-4-yl)amino][1,3]thiazolo[5,4-d][1,3]thiazol-2-yl}-5-(1H-pyrazol-4-yl)pyridin-3-ol